C1(CCC(CC1)C=C(C(=O)O)C)C=C(C(=O)O)C.BrC=1C=NC(=NC1)C1(CCC1)NC(O)=O.C(CCCCCCCCCCCCCCC)[N+](=CCCCCCCCCCCCCCCC)[O-] N-Hexadecyl-α-Pentadecylnitrone [1-(5-bromopyrimidin-2-yl)cyclobutyl]carbamate cyclohexane-1,4-diyl-bis(2-methylacrylate)